C(C)C1=C(C(=O)OC(C)(C)C)C=CC=C1 tert-butyl ethyl-benzoate